4-[(4r,10bs)-8-[(3r,4r)-4-amino-3-hydroxy-3-methyl-pyrrolidin-1-yl]-4-methyl-3,4,6,10b-tetrahydro-1H-pyrazino[2,1-a]isoindol-2-yl]pyrazolo[1,5-a]pyridine-7-carbonitrile N[C@H]1[C@](CN(C1)C=1C=C2CN3[C@@H](C2=CC1)CN(C[C@H]3C)C=3C=1N(C(=CC3)C#N)N=CC1)(C)O